(3-((5-(3,5-dimethylisoxazol-4-yl)pyridin-2-yl)methyl)-1,2,3-oxadiazol-3-ium-5-yl)((3-(trifluoromethyl)phenyl)carbamoyl)amide CC1=NOC(=C1C=1C=CC(=NC1)C[N+]1=NOC(=C1)[N-]C(NC1=CC(=CC=C1)C(F)(F)F)=O)C